C(C)(=O)O[C@H]1[C@@H]2C(C(C([C@H]([C@H]1OC(C1=CC=C(C=C1)OC)(C1=CC=C(C=C1)OC)C1=CC=C(C=C1)OC)N2C)C)=O)C (1R,5S,6S,7R)-7-(Tris(4-methoxyphenyl)methoxy)-2,4,8-trimethyl-3-oxo-8-azabicyclo[3.2.1]octan-6-yl acetate